C1(CC1)[C@@]1(NC(NC1=O)=O)CNC(=O)C=1C(=CC=CC1)C1=CC(=C(C=C1)C)F N-{[(4R)-4-cyclopropyl-2,5-dioxoimidazolidin-4-yl]methyl}-3'-fluoro-4'-methyl[1,1'-biphenyl]-2-carboxamide